5-chloro-2-((4-chloropyrimidin-5-yl)oxy)-N-ethyl-N-isopropylbenzamide ClC=1C=CC(=C(C(=O)N(C(C)C)CC)C1)OC=1C(=NC=NC1)Cl